FCCN(C1=CC=C(C=O)C=C1)C 4-((2-Fluoroethyl)methylamino)benzaldehyde